CN(C1=CC=C(C=C1)C1=CC=C(C=C1)CN(C(C1=CC=CC=C1)=O)C=1C=C(C=C(C1)F)/C=C/C(=O)OC)C methyl (E)-3-(3-(N-((4'-(dimethylamino)-[1,1'-biphenyl]-4-yl)methyl)benzamido)-5-fluorophenyl)acrylate